4-phenyl-2-(((E)-(9-benzyl-beta-carbolin-3-yl)methylene)hydrazino)-2,3-dihydrothiazole C1(=CC=CC=C1)C=1NC(SC1)N/N=C/C=1N=CC=2N(C3=CC=CC=C3C2C1)CC1=CC=CC=C1